(R)-2-(6-(6-((1-(5-fluoro-2-hydroxyphenyl)ethyl)amino)imidazo[1,2-b]pyridazin-3-yl)pyrimidin-4-yl)ethan-1-ol FC=1C=CC(=C(C1)[C@@H](C)NC=1C=CC=2N(N1)C(=CN2)C2=CC(=NC=N2)CCO)O